Cl.C(CN)N Ethane-1,2-diamine hydrochloride